CC1=C(C(=C(C(=O)C2=CC=C(C=C2)[N+](=O)[O-])C=C1)C)C 4-methyl-4'-nitro-dimethylbenzophenone